N[C@H](C(=O)O)CC1=CC=C(C=C1)OC1CCNCC1 (S)-2-amino-3-(4-(piperidin-4-yloxy)phenyl)propanoic acid